Boc-2-(2-amino-2-oxoethyl)ethylenediamine C(=O)(OC(C)(C)C)NC(CN)CC(=O)N